OCC1CN(CC1)C1=CC=C(C2=C1OCO2)NC2C(NC(CC2)=O)=O 3-((7-(3-(hydroxymethyl)pyrrolidin-1-yl)benzo[d][1,3]dioxolan-4-yl)amino)piperidin-2,6-dione